butyl di-(2-heptyl) phosphate P(=O)(OCCCC)(OC(C)CCCCC)OC(C)CCCCC